ClC1=C(C(=O)O)C(=CC(=C1)C1=CN(C(C(=C1C)C)=O)C)OC 2-chloro-6-methoxy-4-(1,4,5-trimethyl-6-oxo-1,6-dihydropyridin-3-yl)benzoic acid